Cl.C(C)NC(CC)C1=CN=C(C2=CC=CC=C12)OC N-ethyl-1-(1-methoxyisoquinolin-4-yl)propan-1-amine hydrochloride